1,3-diphenyl-1,3-propanediol benzoate Diphenylphosphonite C1(=CC=CC=C1)P(O)(O)C1=CC=CC=C1.C(C1=CC=CC=C1)(=O)O.C1(=CC=CC=C1)C(CC(O)C1=CC=CC=C1)O